ClC1C2(CC1(C2)C=O)C(=O)OC methyl 2-chloro-3-formylbicyclo[1.1.1]pentane-1-carboxylate